C1(CC1)C#CC(=O)NC=1C=C2C(=NC=NC2=CC1)NC1=CC=C(C=C1)[C@@H](C)C1=CC=2N(C=C1)N=CN2 |r| racemic-3-cyclopropyl-N-(4-[[4-(1-[[1,2,4]triazolo[1,5-a]pyridin-7-yl]ethyl)phenyl]amino]quinazolin-6-yl)prop-2-ynamide